4-amino-3-chloro-6-(3-fluoro-4-(trifluoromethyl)phenyl)-5-methyl-pyridine-2-carboxylic acid methyl ester COC(=O)C1=NC(=C(C(=C1Cl)N)C)C1=CC(=C(C=C1)C(F)(F)F)F